ClC1=NC=C(C(=O)N)C(=C1)NC1=C(C=C(C=C1)P(=O)(CC)CC)OC 6-chloro-4-((4-(diethylphosphoryl)-2-methoxyphenyl)amino)nicotinamide